C(C)(C)(C)OC(=O)N1CC2=NN(C=C2C1)CC1CCCCC1 (Cyclohexylmethyl)-2,6-dihydropyrrolo[3,4-c]pyrazole-5(4H)-carboxylic acid tert-butyl ester